1-cyano-6-(methylsulfonyl)-7-nitro-9H-xanthene C(#N)C1=CC=CC=2OC3=CC(=C(C=C3CC12)[N+](=O)[O-])S(=O)(=O)C